(R)-octahydropyrido[1,2-A]pyrazine C1[C@@H]2N(CCN1)CCCC2